C(C)[C@@H]1CN(CCC1)C(=O)C=1C=C2C(=NC1)N(C=C2)C=2C=C(C=NC2)NC(OC)=O methyl (S)-(5-(5-(3-ethylpiperidine-1-carbonyl)-1H-pyrrolo[2,3-b]pyridin-1-yl)pyridin-3-yl)carbamate